C(N)(=O)C=1C=C(C=C(C1)F)COC=1C(=NC=C(C1)F)C=1C=C(SC1C)C(=O)NC1=CC(=CC(=C1)NS(=O)(=O)C)Cl 4-{3-[(3-carbamoyl-5-fluorophenyl)methoxy]-5-fluoropyridin-2-yl}-N-(3-chloro-5-methanesulfonamidophenyl)-5-methylthiophene-2-carboxamide